BrC1=C(C=C(CC2=NC3=C(N2CC2(CC2)CF)C=C(C=C3)C(=O)OC)C=C1)F Methyl 2-(4-bromo-3-fluorobenzyl)-1-((1-(fluoromethyl)cyclopropyl)methyl)-1H-benzo[d]imidazole-6-carboxylate